1-cyclobutyl-5-methyl-N-[1-(1-naphthyl)cyclopropyl]indole-6-carboxamide C1(CCC1)N1C=CC2=CC(=C(C=C12)C(=O)NC1(CC1)C1=CC=CC2=CC=CC=C12)C